4-hydroxy-4-(trifluoromethyl)piperidine-2-carboxylate hydrochloride Cl.OC1(CC(NCC1)C(=O)O)C(F)(F)F